1,3-bis[(2-butoxycyclohex-1-yl)methyl]imidazolium (4,6-dimethoxybenzofuran-2-yl)borate COC1=CC(=CC2=C1C=C(O2)OB([O-])[O-])OC.C(CCC)OC2C(CCCC2)CN2C=[N+](C=C2)CC2C(CCCC2)OCCCC.C(CCC)OC2C(CCCC2)CN2C=[N+](C=C2)CC2C(CCCC2)OCCCC